O=C1CC2(CC2CC1)CN1C=NC2=C1C=C(C=C2)C#N ((3-oxo-bicyclo[4.1.0]hept-1-yl)methyl)-1H-benzo[d]imidazole-6-carbonitrile